2-[32-methyl-20-oxo-8,9,10,21-tetrazahexacyclo[19.5.3.216,19.13,7.06,10.024,28]dotriaconta-1(26),3(32),4,6,8,16,18,24,27,30-decaen-2-yl]-N-[pyridin-3-yl]acetamide CC=1C2=C3C=CC1C(C1=CC=C4CCN(C(C5=CC=C(CCCCCN3N=N2)C=C5)=O)CC4=C1)CC(=O)NC=1C=NC=CC1